NC1=NC=2C(=CC=CC2C=2N1N=C(N2)C2CC(C2)C2=CC=C(C=C2)C(C)(C)O)OC 2-(4-((1r,3r)-3-(5-amino-7-methoxy-[1,2,4]triazolo[1,5-c]quinazolin-2-yl)cyclobutyl)phenyl)propan-2-ol